FC=1C=C(C#N)C=CC1N1CC(N(C2(CC(C2)C2=NC(=NO2)C)C1=O)CC1=CC=C(C=C1)C(F)(F)F)=O 3-fluoro-4-((2s,4s)-2-(3-methyl-1,2,4-oxadiazol-5-yl)-6,9-dioxo-5-(4-(trifluoromethyl)benzyl)-5,8-diazaspiro[3.5]nonan-8-yl)benzonitrile